(1-(3-Fluoropropyl)pyrrolidin-3-yl)carbamic acid tert-butyl ester C(C)(C)(C)OC(NC1CN(CC1)CCCF)=O